ClCCCOC1=C(C=C2C(C=CNC2=C1)=O)OC 7-(3-Chloropropoxy)-6-methoxy-4(1H)-quinolinone